4-(2-(4-(5-chloro-2-(4-chloro-1H-1,2,3-triazol-1-yl)phenyl)-2,5-dioxapiperazin-1-yl)-3-phenylpropionamido)benzoic acid tert-butyl ester C(C)(C)(C)OC(C1=CC=C(C=C1)NC(C(CC1=CC=CC=C1)N1OCN(OC1)C1=C(C=CC(=C1)Cl)N1N=NC(=C1)Cl)=O)=O